8-(2,6-Diethyl-4-methylphenyl)-tetrahydro-7H-pyrazolo[1,2-d][1,4,5]-oxadiazepine-7,9(8H)-dione C(C)C1=C(C(=CC(=C1)C)CC)C1C(N2N(CCOCC2)C1=O)=O